ClC1=CC(=C(C=O)C=C1)[N+](=O)[O-] 4-Chloro-2-nitrobenzaldehyde